N-ethyl-triazine C(C)N1NN=CC=C1